CSC=1C=C(C(=O)O)C(=CN1)[N+](=O)[O-] 2-(Methylthio)-5-nitroisonicotinic acid